1-(2-chloropyrimidin-4-yl)-5-fluoro-3-isopropyl-1H-benzo[d]imidazol-2(3H)-one ClC1=NC=CC(=N1)N1C(N(C2=C1C=CC(=C2)F)C(C)C)=O